ClC1=C(C=CC=C1)C1CC2(C1)NC(N(C2=O)C2=CN=CC1=CC(=CC=C21)C(=O)NCCOC2=C1C(N(C(C1=CC=C2)=O)C2C(NC(CC2)=O)=O)=O)=O 4-(2-(2-chlorophenyl)-6,8-dioxo-5,7-diazaspiro[3.4]octan-7-yl)-N-(2-((2-(2,6-dioxopiperidin-3-yl)-1,3-dioxoisoindolin-4-yl)oxy)ethyl)isoquinoline-7-carboxamide